BrCC(=O)C1=C(C=C(C=C1)C)C 2-bromo-1-(2,4-dimethylphenyl)ethanone